CC=1NC2=CC=C(C=C2C1C=C(C#N)C#N)[N+](=O)[O-] 2-(2-methyl-5-nitro-1H-indol-3-ylmethylene)-malononitrile